2-[(2-methyl-5,6,7,8-tetrahydroimidazo[1,2-a]pyridin-7-yl)methoxy]pyridine-4-carbonitrile CC=1N=C2N(CCC(C2)COC2=NC=CC(=C2)C#N)C1